FC1=C(C=C(C=C1)CC(=O)O)C(F)(F)F 2-(4-fluoro-3-(trifluoromethyl)phenyl)acetic acid